3-iodo-7-methoxy-1-{2-[3-(trifluoromethyl)-1H-pyrazole-1-yl]ethyl}-1H-indazole IC1=NN(C2=C(C=CC=C12)OC)CCN1N=C(C=C1)C(F)(F)F